N1C(=NCC1)CCC(=O)NC1=C(C=C(C=C1)S(=O)(=O)NC1=C(N=CS1)C(=O)O)F 5-[[4-[3-(4,5-dihydro-1H-imidazol-2-yl)propionylamino]-3-fluoro-phenyl]sulfonylamino]thiazole-4-carboxylic acid